(3r,4s)-1-((2,4-dichlorophenyl)sulfonyl)-4-((4-fluorophenyl)sulfonyl)-3-(hydroxymethyl)pyrrolidin-3-ol ClC1=C(C=CC(=C1)Cl)S(=O)(=O)N1C[C@@]([C@H](C1)S(=O)(=O)C1=CC=C(C=C1)F)(O)CO